BrC1=C(N=C2C(=N1)N(C(=N2)C2=NC(=CC=C2)OCC)C2=C(C=CC=C2OC)OC)CC 6-bromo-1-(2,6-dimethoxyphenyl)-2-(6-ethoxypyridin-2-yl)-5-ethyl-1H-imidazo[4,5-b]pyrazine